2-amino-2-(spiro[3.3]heptane-2-yl)acetic acid methyl ester COC(C(C1CC2(C1)CCC2)N)=O